C(CCCCCC(C)(C)C)(=O)[O-].C(CCCCCC(C)(C)C)(=O)[O-].C(CCCCCCC)[Sn+2]CCCCCCCC dioctyltin dineodecanoate